(p-hydroxyphenyl)-1-(4-(hydroxycarbamoyl)benzyl)-1H-indole-3-carboxamide OC1=CC=C(C=C1)C=1N(C2=CC=CC=C2C1C(=O)N)CC1=CC=C(C=C1)C(NO)=O